tert-butyl (S)-2-(6-chloro-2-(pyridin-4-yl)-1,2,3,4-tetrahydroisoquinolin-8-yl)pyrrolidine-1-carboxylate ClC=1C=C2CCN(CC2=C(C1)[C@H]1N(CCC1)C(=O)OC(C)(C)C)C1=CC=NC=C1